[B].[Ni].[Pd] palladium-nickel-boron